P(OC)(OC)(=S)SCCNC(C)=O S-[2-(acetylamino)ethyl] O,O-dimethyl phosphorodithioate